tert-butyl 4-(3-(5-(difluoromethyl)-1,3,4-thiadiazol-2-yl)-6-(N-(1-(fluoromethyl)cyclopropyl)sulfamoyl)imidazo[1,5-a]pyridin-8-yl)-5,6-dihydropyridine-1(2H)-carboxylate FC(C1=NN=C(S1)C1=NC=C2N1C=C(C=C2C2=CCN(CC2)C(=O)OC(C)(C)C)S(NC2(CC2)CF)(=O)=O)F